3,3-dimethyl-5-(pyridin-4-ylamino)-2-(3-(pyridin-4-ylamino)phenyl)isoindolin-1-one CC1(N(C(C2=CC=C(C=C12)NC1=CC=NC=C1)=O)C1=CC(=CC=C1)NC1=CC=NC=C1)C